3-[benzyl-(ethyl)amino]pyrrolidine-1-carboxylic acid tert-butyl ester C(C)(C)(C)OC(=O)N1CC(CC1)N(CC)CC1=CC=CC=C1